2-(2-(Benzo[b]thiophen-2-yl)-5-ethyl-6-(4-(3-hydroxypicolinyl)piperazin-1-yl)-7-oxo-[1,2,4]triazolo[1,5-a]pyrimidin-4(7H)-yl)-N-(2-chloro-4-(trifluoromethyl)phenyl)acetamide S1C2=C(C=C1C1=NN3C(N(C(=C(C3=O)N3CCN(CC3)CC3=NC=CC=C3O)CC)CC(=O)NC3=C(C=C(C=C3)C(F)(F)F)Cl)=N1)C=CC=C2